(R)-1-(6-chloro-1-((1-(methylsulfonyl)azetidin-3-yl)oxy)-2,7-naphthyridin-4-yl)propan-1-ol tert-butyl-(3-bromo-1H-pyrazol-5-yl)carbamate C(C)(C)(C)N(C(=O)O[C@H](CC)C1=CN=C(C2=CN=C(C=C12)Cl)OC1CN(C1)S(=O)(=O)C)C1=CC(=NN1)Br